fructose-trisodium salt [Na].[Na].[Na].OCC(=O)[C@@H](O)[C@H](O)[C@H](O)CO